CC1=CC(=NC=C1[N+](=O)[O-])C=O 4-methyl-5-nitropicolinaldehyde